OC=1C=C(C=NC1)C#CC1=C(C=CC=C1)CN1CCN(CC1)C1=CC=C(N=N1)C(=O)OC(C)(C)C tert-Butyl 6-[4-[[2-[2-(5-hydroxypyridin-3-yl)ethynyl]phenyl]methyl]piperazin-1-yl]pyridazine-3-carboxylate